C1(CCC1)C1=CC(=C(C(=O)N2CCC(CC2)(F)C2=C(C#N)C=CC=C2)C=C1C1=NN=C(N1)OCC)CC (1-(4-cyclobutyl-5-(5-ethoxy-4H-1,2,4-triazol-3-yl)-2-ethylbenzoyl)-4-fluoropiperidin-4-yl)benzonitrile